3-(4-(5-(2,3-dihydro-1H-inden-4-yl)-6-methoxy-1H-pyrazolo[4,3-b]pyridin-3-yl)-1H-pyrazol-1-yl)cyclobutanenitrile C1CCC2=C(C=CC=C12)C1=C(C=C2C(=N1)C(=NN2)C=2C=NN(C2)C2CC(C2)C#N)OC